6-[5-[(1R)-1-(3,5-dichloro-4-pyridyl)ethoxy]-1H-indazol-3-yl]-1'-ethylspiro[chromane-2,4'-piperidine]-4-ol ClC=1C=NC=C(C1[C@@H](C)OC=1C=C2C(=NNC2=CC1)C=1C=C2C(CC3(CCN(CC3)CC)OC2=CC1)O)Cl